C(CCCCCCCCCCCCCCCCC)OCCOCCOCCOCCOCCOCCO hexaethylene glycol octadecyl ether